FC(OC1=CC=C(C=C1)C(=O)N1CCC(CC1)C1=C2C(=NC=C1)NC(=N2)C21CC(C2)(C1)C(F)(F)F)(F)F [4-(trifluoromethoxy)phenyl]-[4-[2-[3-(trifluoromethyl)-1-bicyclo[1.1.1]pentanyl]-3H-imidazo[4,5-b]pyridin-7-yl]-1-piperidyl]methanone